ClC1=CC=NC2=CC(=CC=C12)Cl 4,7-dichloro-quinoline